ClC1=C(C=CC=C1Cl)N1CCN(CC1)CCC1(CCC(CC1)NC1=NC=C(C=N1)F)F N-(cis-4-(2-(4-(2,3-dichlorophenyl)piperazin-1-yl)ethyl)-4-fluorocyclohexyl)-5-fluoropyrimidin-2-amine